O=C1NC(CCC1C=1C=CC(=C(C1)C1CCN(CC1)C(=O)OC(C)(C)C)F)=O tert-Butyl 4-(5-(2,6-dioxopiperidin-3-yl)-2-fluorophenyl)piperidine-1-carboxylate